N1=C(C=CC=C1)C#CC=1C=C(C=CC1)NC(C1=CC=C(C=C1)NC(=O)N)=O N-(3-(PYRIDIN-2-YLETHYNYL)PHENYL)-4-UREIDOBENZAMIDE